(S)-4-methyl-2-(4-methylphenyl-sulphonyl)-N-(4-(4-(trifluoromethoxy)phenyl)thiazol-2-yl)pentanamide CC(C[C@@H](C(=O)NC=1SC=C(N1)C1=CC=C(C=C1)OC(F)(F)F)S(=O)(=O)C1=CC=C(C=C1)C)C